N[C@H](CC1=C(C=2N=C(N=C(C2S1)NCC=1OC=CC1)C#N)C)C 6-[(2S)-2-aminopropyl]-4-(2-furylmethyl-amino)-7-methyl-thieno[3,2-d]Pyrimidine-2-carbonitrile